O=C1NC(CCC1N1C(N(C2=C1C=CC(=C2)CN2CCC(CC2)N(C)CC2CCC(CC2)NC(OC(C)(C)C)=O)C)=O)=O tert-butyl N-[(1r,4r)-4-{[(1-{[1-(2,6-dioxopiperidin-3-yl)-3-methyl-2-oxo-1,3-benzodiazol-5-yl]methyl}piperidin-4-yl)(methyl)amino]methyl}cyclohexyl]carbamate